S(=O)(=O)(OC=CF)[O-] fluorovinyl sulfate